ClC1=CC=C(C=C1)C1=C(C(=O)N)C=CC(=C1C)N(C(=O)NC1=CC=C(C=C1)Cl)CCCN1CCOCC1 (4-chlorophenyl)-4-[3-(4-chlorophenyl)-1-(3-morpholinopropyl)ureido]-3-methylbenzamide